N=1C=NN2C1C=CC(=C2)C2=CC=C1C(C(NCC1=C2)([2H])[2H])C2=CC(=C(C=C2)Cl)Cl 7-([1,2,4]triazolo[1,5-a]pyridin-6-yl)-4-(3,4-dichlorophenyl)-1,2,3,4-tetrahydroisoquinoline-3,3-d2